[Cl-].C(CCCCCCCCCCCCCCCCC)CCC[N+]([Si](O)(O)O)(C)C octadecyldimethyltrihydroxysilyl-propyl-ammonium chloride